ClC=1C=C(OCC(=O)N2C[C@H](CC2)OC)C=CC1C=1N(C2=NC=NC(=C2N1)OC1(CC1)C)CC1=NC=CC(=C1)C (S)-2-(3-chloro-4-(6-(1-methylcyclopropoxy)-9-((4-methylpyridin-2-yl)methyl)-9H-purin-8-yl)phenoxy)-1-(3-methoxypyrrolidin-1-yl)ethan-1-one